(1-phenyl-cyclopropoyl)ethanesulfonamide tert-Butyl-5-methoxy-6-nitro-1H-indole-1-carboxylate C(C)(C)(C)OC(=O)N1C=CC2=CC(=C(C=C12)[N+](=O)[O-])OC.C1(=CC=CC=C1)C1(CC1)C(=O)C(C)S(=O)(=O)N